[Si](C)(C)(C(C)(C)C)OCCC1=CC=C(C=C1)NC(CCCC1=CC=C(C=C1)/C=C/C(=O)OC)=O Methyl (2E)-3-[4-(4-{[4-(2-{[tert-butyl(dimethyl)silyl]oxy}ethyl)phenyl]amino}-4-oxobutyl)phenyl]prop-2-enoate